glucose Tris-HCl Cl.Cl.Cl.O=C[C@H](O)[C@@H](O)[C@H](O)[C@H](O)CO